4-[6-(4,4-Difluoropiperidin-1-yl)-5-fluoropyridin-3-yl]-2,4-dioxobutanoic acid ethyl ester C(C)OC(C(CC(=O)C=1C=NC(=C(C1)F)N1CCC(CC1)(F)F)=O)=O